FC1=CNC2=CC(=CC=C12)NC1=NC=C(C=C1C)C=CC1=NN(C=C1)C 3-Fluoro-N-(3-methyl-5-(2-(1-methyl-1H-pyrazol-3-yl)vinyl)pyridin-2-yl)-1H-indol-6-amine